5-chloro-1-naphthalenecarboxylic acid ClC1=C2C=CC=C(C2=CC=C1)C(=O)O